FC=1C=C2N(CCN(C2=CC1)[C@H]1CN(CC1)CC(C)C)C1=CC=C(C=C1)F (R)-6-Fluoro-4-(4-fluorophenyl)-N-(1-isobutylpyrrolidin-3-yl)-3,4-dihydroquinoxaline